Dimethyl 2-(2-aminoethoxy)terephthalate NCCOC1=C(C(=O)OC)C=CC(=C1)C(=O)OC